FC(C=1C=C(C=CC1)S(=O)(=O)NC1CC(C1)=CNC1=C2C(=NC=C1C#N)NC=C2)(F)F 4-{[3-(3-trifluoromethylbenzenesulfonamido)-cyclobutyl-1-yl]-methyl-amino}-1H-pyrrolo[2,3-b]pyridine-5-carbonitrile